2-((6-fluoropyrazin-yl)methyl)-6-(2-(2,2,2-trifluoroethoxy)pyrimidin-5-yl)pyridazin-3(2H)-one FC1=CN=CC(=N1)CN1N=C(C=CC1=O)C=1C=NC(=NC1)OCC(F)(F)F